(S)-(1,3-dioxo-2,3-dihydro-1H-isoindol-2-yl)-3-(1H-indol-3-yl)propionic acid O=C1N(C(C2=CC=CC=C12)=O)[C@H](C(=O)O)CC1=CNC2=CC=CC=C12